BrC1=CC2=C(C(CO2)NS(=O)C(C)(C)C)C=C1C(F)(F)F N-[6-bromo-5-(trifluoromethyl)-2,3-dihydrobenzofuran-3-yl]-2-methylpropan-2-sulfinamide